NCCC=1C=CC(=NC1)C1=C(C=C(C#N)C=C1)CN1C(=NC(=C1)C1=C(C=CC=C1)F)C 4-[5-(2-aminoethyl)pyridin-2-yl]-3-[[4-(2-fluorophenyl)-2-methylimidazol-1-yl]methyl]benzonitrile